2-(4-bromo-5-fluoro-2-methoxyphenyl)-1,3-dioxolane BrC1=CC(=C(C=C1F)C1OCCO1)OC